rac-trans-N,N'-dimethylcyclohexane-1,2-diamine CN[C@H]1[C@@H](CCCC1)NC |r|